C=1N=CN2C1C1=CC=CC=C1[C@H]2C2(CCCC1=NON=C12)O ((S)-5H-imidazo[5,1-a]isoindol-5-yl)-4,5,6,7-tetrahydrobenzo[c][1,2,5]oxadiazol-4-ol